C(CC)OS(=O)(=O)CCC.O[N+](CCCNC(=O)C1=CC=C(C=C1)CCCCCCCCCCCCCCCCCC)(O)CC N,N-dihydroxyethyl-N-p-octadecyl-benzeneamidopropyl-ammonium propyl-propanesulfonate